(3-bromo-4-fluoro-phenyl)-7-oxo-5,6-dihydro-4H-indazole-3-carboxylic acid BrC=1C=C(C=CC1F)C1C=2C(=NNC2C(CC1)=O)C(=O)O